4-((3S,5S)-3-(but-2-ynamido)-5-fluoropiperidin-1-yl)-5,6-difluoro-2,3-dimethyl-1H-indole-7-carboxamide C(C#CC)(=O)N[C@@H]1CN(C[C@H](C1)F)C1=C2C(=C(NC2=C(C(=C1F)F)C(=O)N)C)C